3-iodo-1-methyl-4H,5H,6H-cyclopenta[c]pyrazole IC=1C2=C(N(N1)C)CCC2